1-(9Z-nonadecenoyl)-2-(9Z-pentadecenoyl)-glycero-3-phosphocholine CCCCCCCCC/C=C\CCCCCCCC(=O)OC[C@H](COP(=O)([O-])OCC[N+](C)(C)C)OC(=O)CCCCCCC/C=C\CCCCC